C(CCCC)SCS ((pentylthio)methyl)sulfane